lead-tin-aluminum [Al].[Sn].[Pb]